NC1(COC1)CNC1=CC(=NC2=CC=C(C=C12)Cl)N1CCS(C2=C(C1)C=CC=C2)=O N-[(3-Aminooxetan-3-yl)methyl]-6-chloro-2-(1-oxido-2,3-dihydro-1,4-benzothiazepin-4(5H)-yl)quinolin-4-amine